ClC=1C=CC(=C(C1)C1=C(C=NC(=C1)C)C(=O)NC=1SC=2C(=NC=C(N2)C2=CC3=C(N(C(=N3)C)C)C=C2)N1)OC 4-(5-chloro-2-methoxy-phenyl)-N-[6-(1,2-dimethyl-1H-benzo[d]imidazol-5-yl)thiazolo[4,5-b]pyrazin-2-yl]-6-methylpyridine-3-carboxamide